methyl 1-(5-(3-chloro-4-cyclopropylphenyl)-2,3-dihydro-1H-inden-1-yl)piperidine-3-carboxylate ClC=1C=C(C=CC1C1CC1)C=1C=C2CCC(C2=CC1)N1CC(CCC1)C(=O)OC